7-((7-((10-fluoro-2-octyldecanoyl)oxy)heptyl)(2-hydroxyethyl)amino)heptyl 10-methylundecanoate CC(CCCCCCCCC(=O)OCCCCCCCN(CCO)CCCCCCCOC(C(CCCCCCCCF)CCCCCCCC)=O)C